Pyrazine-5-carboxylic acid tert-butyl ester C(C)(C)(C)OC(=O)C=1N=CC=NC1